3-(4-(((R)-4-(5-cyano-6-((tetrahydro-2H-pyran-4-yl)oxy)pyridin-3-yl)-7-fluoro-2,3-dihydro-1H-inden-1-yl)oxy)phenyl)hex-4-ynoic acid C(#N)C=1C=C(C=NC1OC1CCOCC1)C1=C2CC[C@H](C2=C(C=C1)F)OC1=CC=C(C=C1)C(CC(=O)O)C#CC